(R)-N-(1-(3-amino-5-(trifluoromethyl)phenyl)ethyl)-7-methoxy-2-methyl-6-((1-((methylamino)methyl)cyclopropyl)methoxy)quinazolin-4-amine NC=1C=C(C=C(C1)C(F)(F)F)[C@@H](C)NC1=NC(=NC2=CC(=C(C=C12)OCC1(CC1)CNC)OC)C